[1,1'-biphenyl]-3,3'-diol C1(=CC(=CC=C1)O)C1=CC(=CC=C1)O